5-(tert-butyl)-N-(2-methyl-4-(3-(3-((N-methylacrylamido)methyl)pyrrolidin-1-yl)pyridin-4-yl)benzyl)-1,2,4-oxadiazole-3-carboxamide C(C)(C)(C)C1=NC(=NO1)C(=O)NCC1=C(C=C(C=C1)C1=C(C=NC=C1)N1CC(CC1)CN(C(C=C)=O)C)C